BrC1=C(C(=CC=C1)C#N)NC(=O)N1CCC(CC1)(C)C1=NOC(=N1)[C@H]1[C@H](C1)F N-(2-bromo-6-cyanophenyl)-4-(5-((1S,2S)-2-fluorocyclopropyl)-1,2,4-oxadiazol-3-yl)-4-methylpiperidine-1-carboxamide